5-(ethylsulfonyl)-6-(2-(trifluoromethyl)pyrazolo[1,5-a]pyridin-5-yl)nicotinonitrile C(C)S(=O)(=O)C=1C(=NC=C(C#N)C1)C1=CC=2N(C=C1)N=C(C2)C(F)(F)F